C(C)(C)N1N2C(C3=CC(=C(C=C3C1)C=1C=NN(C1)C(C)C)OC)=CC(C(=C2)C(=O)[O-])=O 6-isopropyl-9-(1-isopropyl-1H-pyrazol-4-yl)-10-methoxy-2-oxo-6,7-dihydro-2H-pyrido[2,1-a]phthalazine-3-formate